2-[4-(Difluoromethyl)-6-[4-[2-[(dimethylamino)methyl]morpholin-4-yl]phenyl]-7-methyl-indazol-2-yl]-2-[(6R)-6-fluoro-6,7-dihydro-5H-pyrrolo[1,2-c]imidazol-1-yl]-N-thiazol-2-yl-acetamide FC(C=1C2=CN(N=C2C(=C(C1)C1=CC=C(C=C1)N1CC(OCC1)CN(C)C)C)C(C(=O)NC=1SC=CN1)C1=C2N(C=N1)C[C@@H](C2)F)F